N-(4-ethylphenyl)-2-[5-(4-fluoro-3-methylphenyl)-6-oxopyrimidin-1(6H)-yl]propanamide C(C)C1=CC=C(C=C1)NC(C(C)N1C=NC=C(C1=O)C1=CC(=C(C=C1)F)C)=O